NC=1C=C(C=CC1NC(OC(C)(C)C)=O)C=1CCCCC1 tert-butyl (3-amino-2',3',4',5'-tetrahydro-[1,1'-biphenyl]-4-yl)carbamate